ClC=1C=C(C(=O)N2C(C3=CC=CC=C3C2(O)C2=CC(=CC=C2)Cl)=O)C=CC1 2-(3-chlorobenzoyl)-3-(3-chlorophenyl)-3-hydroxyisoindoline-1-one